CNC(=O)N1CC2NS(C=3C(OCC2C1)=C(N(C3)C)C(=O)NC3=CC(=C(C(=C3)F)F)F)(=O)=O N2,7-Dimethyl-N8-(3,4,5-trifluorophenyl)-3a,4,10,10a-tetrahydro-1H,7H-dipyrrolo[3,4-b:3',4'-f][1,4,5]oxathiazocin-2,8(3H)-dicarboxamid-5,5-dioxid